1-((3-(hydroxymethyl)oxetan-3-yl)methyl)-N-((5-phenyl-1,3,4-thiadiazol-2-yl)methyl)-1H-1,2,3-triazole-4-carboxamide OCC1(COC1)CN1N=NC(=C1)C(=O)NCC=1SC(=NN1)C1=CC=CC=C1